1-(6-bromopyridin-2-yl)-3-(1,3-dioxolan-2-yl)propan-1-one tert-Butyl-N-[(1S)-2-[4-(2-furylmethylamino)thieno[3,2-d]pyrimidin-6-yl]-1-methyl-ethyl]carbamate C(C)(C)(C)OC(N[C@H](CC1=CC=2N=CN=C(C2S1)NCC=1OC=CC1)C)=O.BrC1=CC=CC(=N1)C(CCC1OCCO1)=O